C(C)(=O)O.C(C)(=O)OC(COC)C 1-methoxy-2-propyl acetate Acetate